F[C@H]1CNCC1 (R)-3-fluoro-pyrrolidin